CCCCCCCCCCCCC(CCCCC)O (Z)-13-octadecanol